C(C1=CC=CC=C1)OC(=O)N1CC=2N(CCC1)N=C(C2)S(=O)(=O)Cl 2-(chlorosulfonyl)-7,8-dihydro-4H-pyrazolo[1,5-a][1,4]diazepine-5(6H)-carboxylic acid benzyl ester